2-Methyl-2-[4-[3-[4-(3-phenylprop-2-enoxy)phenyl]prop-2-enoyl]phenoxy]propanoic acid CC(C(=O)O)(C)OC1=CC=C(C=C1)C(C=CC1=CC=C(C=C1)OCC=CC1=CC=CC=C1)=O